FC1=CC=C(OC=2SC(=C(N2)C)C=O)C=C1 2-(4-fluorophenoxy)-4-methylthiazole-5-carbaldehyde